1-(4-(dimethylamino)-2,3-diphenylquinolin-6-yl)-3-(2-hydroxybutyl)urea CN(C1=C(C(=NC2=CC=C(C=C12)NC(=O)NCC(CC)O)C1=CC=CC=C1)C1=CC=CC=C1)C